N-[3-(4,4-difluoropiperidin-1-yl)phenyl]-4-((2-hydroxyethyl)sulfonylamino)-2-{spiro[2.5]oct-5-en-6-yl}benzamide FC1(CCN(CC1)C=1C=C(C=CC1)NC(C1=C(C=C(C=C1)NS(=O)(=O)CCO)C1=CCC2(CC2)CC1)=O)F